The molecule is an organic heteropentacyclic compound with a mixed polyketide-terpenoid origin isolated from Penicillium hesseltinei. It has been shown to exhibit antiviral activity. It has a role as an antiviral agent and a Penicillium metabolite. It is an organic heteropentacyclic compound, a cyclic ether, a bridged compound, a tertiary alcohol, a secondary alcohol, a cyclic ketone and a ketene acetal. C/C=C/C=C/C1=CC(=O)C2=C(O1)O[C@@]3(CC[C@@]4([C@@]5([C@H]3[C@H]2O)CC[C@@](C4(C)C)(OC5)O)O)C